C(C1=CC=CC=C1)OC=1C(=C(C=C(C1)F)N(C(OC(C)(C)C)=O)C(=O)OC(C)(C)C)C#N tert-butyl N-[3-(benzyloxy)-2-cyano-5-fluorophenyl]-N-[(tert-butoxy)carbonyl]carbamate